C(C)OC(=O)C1(CN(CCCC1=O)C(=O)OCC1=CC=CC=C1)C 3-methyl-4-oxo-azepane-1,3-dicarboxylic acid 1-benzyl 3-ethyl ester